FCC1CN(C1)CCOC1=CC=C(C=C1)[C@H]1N([C@@H](CC2=C1NC1=CC=CC=C21)C)[S@](=O)C(C)C (1R,3R)-1-(4-(2-(3-(fluoromethyl)azetidin-1-yl)ethoxy)phenyl)-2-((R)-isopropylsulfinyl)-3-methyl-2,3,4,9-tetrahydro-1H-pyrido[3,4-b]indole